(R)-(4-chloro-6-(2-methylpyrrolidin-1-yl)pyridin-2-yl)methanol ClC1=CC(=NC(=C1)N1[C@@H](CCC1)C)CO